4-amino-N-(1-((3-chloro-2-fluorophenyl)amino)-6-methylisoquinolin-5-yl)-6-hydroxyquinazoline-8-carboxamide NC1=NC=NC2=C(C=C(C=C12)O)C(=O)NC1=C2C=CN=C(C2=CC=C1C)NC1=C(C(=CC=C1)Cl)F